(S)-N-(5-((3,9-diazaspiro[5.5]undecan-3-yl)methyl)pyridin-2-yl)-4-(1-(difluoromethyl)-5-fluoro-2,3-dihydro-1H-benzo[d]pyrrolo[1,2-a]imidazol-7-yl)-5-fluoropyrimidin-2-amine C1CN(CCC12CCNCC2)CC=2C=CC(=NC2)NC2=NC=C(C(=N2)C2=CC1=C(N=C3N1[C@@H](CC3)C(F)F)C(=C2)F)F